BrC1=CC=C(OC2CCN(CC2)CCO)C=C1 2-(4-(4-bromophenoxy)piperidin-1-yl)ethan-1-ol